FC1=CC(=C(C=C1)C(C)N1C[C@@H](N(C[C@H]1C)C=1C=2C(N(C(C1)=O)C)=CN(N2)CC#N)C)COC 2-(7-((2S,5R)-4-(1-(4-fluoro-2-(methoxymethyl)phenyl)ethyl)-2,5-dimethylpiperazin-1-yl)-4-methyl-5-oxo-4,5-dihydro-2H-pyrazolo[4,3-b]pyridin-2-yl)acetonitrile